Dodecyl 5-formyl-2-furancarboxylate C(=O)C1=CC=C(O1)C(=O)OCCCCCCCCCCCC